2-{[4-amino-1,2,4-triazinan-3-ylidene]-amino}acetic acid NN1C(NNCC1)=NCC(=O)O